ethylmercury phosphate P(=O)([O-])([O-])[O-].C(C)[Hg+3]